ethyl (E)-3-(3-fluoro-1-methylazetidin-3-yl)acrylate FC1(CN(C1)C)/C=C/C(=O)OCC